[Na].OC1=CC=C(C(=O)OCCC)C=C1 n-propyl para-hydroxybenzoate sodium salt